3-Ethyl-5-{6-[2-(2-methyl-indol-1-yl)-ethylamino]-pyrimidin-4-yl}-thiophene C(C)C1=CSC(=C1)C1=NC=NC(=C1)NCCN1C(=CC2=CC=CC=C12)C